N-((3S,4S)-1-(4-hydroxybutan-2-yl)-3-methylpiperidin-4-yl)-6-(3-((2-methoxy-4-(methylsulfonyl)phenyl)amino)prop-1-yn-1-yl)-1-(2,2,2-trifluoroethyl)-1H-benzo[d]imidazole-4-carboxamide OCCC(C)N1C[C@@H]([C@H](CC1)NC(=O)C1=CC(=CC=2N(C=NC21)CC(F)(F)F)C#CCNC2=C(C=C(C=C2)S(=O)(=O)C)OC)C